C(C=C)N[C@H](C(=O)OC)[C@@H](C=C)C (2S,3R)-methyl 2-(allylamino)-3-methylpent-4-enoate